C1(=CC=C(C=C1)[C@@]1(CC[C@@]2([C@H]3CC[C@@]4([C@H](CC[C@H]4[C@@H]3[C@@H](C[C@@H]2C1F)OC(C)=O)[C@@H](CCC(=O)O)C)C)C)O)C1=CC=CC=C1 (4R)-4-((3R,5S,7R,8S,9S,10R,13R,14S,17R)-3-([1,1'-biphenyl]-4-yl)-7-acetoxy-4-fluoro-3-hydroxy-10,13-dimethylhexadecahydro-1H-cyclopenta[a]phenanthren-17-yl)pentanoic acid